C(CCC)(=O)O[C@@H](CC(=O)OCCCNC([C@@H](C(COC(C[C@@H](C)OC(CCC)=O)=O)(C)C)OC(C[C@@H](C)OC(CCC)=O)=O)=O)C 3-[[(2R)-2,4-bis[[(3R)-3-butanoyloxybutanoyl]oxy]-3,3-dimethyl-butanoyl]amino]propyl (3R)-3-butanoyloxybutanoate